ClC=1C=C2C=NC(=NC2=CC1C1CN(CC1)C1COC1)NC=1C=NN(C1Cl)C1(CC1)C 6-chloro-N-[5-chloro-1-(1-methylcyclopropyl)-1H-pyrazol-4-yl]-7-[1-(oxetan-3-yl)pyrrolidin-3-yl]quinazolin-2-amine